N-(3-(3,4-dichlorophenyl)-1-(2-hydroxy-2-methylpropyl)-1H-pyrazol-4-yl)pyrazolo[1,5-a]pyrimidine-3-carboxamide ClC=1C=C(C=CC1Cl)C1=NN(C=C1NC(=O)C=1C=NN2C1N=CC=C2)CC(C)(C)O